4-methyl-6-((1-methyl-1H-pyrazol-3-yl)methyl)-2-(2-(1-(tetrahydro-2H-pyran-2-yl)-1H-pyrazol-3-yl)ethyl)-4H-thiazolo[5',4':4,5]pyrrolo[2,3-d]pyridazin-5(6H)-one CN1C2=C(C3=C1C(N(N=C3)CC3=NN(C=C3)C)=O)SC(=N2)CCC2=NN(C=C2)C2OCCCC2